2,6-dibromoanisole BrC1=C(C(=CC=C1)Br)OC